C(C)(C)(C)OC(=O)N1CCN(C(C(C1)CO)=O)CC1=CC=C(C=C1)OC.FC(C(=O)N=S(=O)(C)C1=CC(=CC=C1)OC)(F)F 2,2,2-trifluoro-N-((3-methoxyphenyl)(methyl)(oxo)-λ6-sulfanylidene)acetamide tert-Butyl-6-(hydroxymethyl)-4-(4-methoxybenzyl)-5-oxo-1,4-diazepane-1-carboxylate